2-(3-ethylsulfonyl-phenyl)-4,4,5,5-tetramethyl-1,3,2-dioxaborolane C(C)S(=O)(=O)C=1C=C(C=CC1)B1OC(C(O1)(C)C)(C)C